N-[2-(6-cyano-2-pyridyl)-2-(1,3,5-trimethylpyrazol-4-yl)propyl]-5-(3,5-difluoro-2-pyridyl)isoxazole-3-carboxamide C(#N)C1=CC=CC(=N1)C(CNC(=O)C1=NOC(=C1)C1=NC=C(C=C1F)F)(C)C=1C(=NN(C1C)C)C